C(C1=CC=CC=C1)OC1=C2C(=C(N(C2=C(C=C1F)F)C1=CC=C(C=C1)F)C1CCOCC1)C1=CC=C(C(=O)O)C=C1 4-[4-benzyloxy-5,7-difluoro-1-(4-fluorophenyl)-2-tetrahydropyran-4-yl-indol-3-yl]Benzoic acid